C(C)C1=C(N(N=C1C(F)F)C1=NC=CC=C1Cl)C(=O)OC1=NC=CC(=C1)C1=CC(=C(C=C1)C=1SC=2N=C(SC2N1)N(C1CCNCC1)C)O 4-(3-hydroxy-4-{5-[methyl(piperidin-4-yl)amino][1,3]thiazolo[5,4-d][1,3]thiazol-2-yl}phenyl)pyridin-2-ol ethyl-2-(3-chloro-2-pyridyl)-5-(difluoromethyl)pyrazole-3-carboxylate